CN1N=C(C=C1C(=O)NC1=NNC(=C1)[C@H]1C[C@@H](CO1)C12C3C4C5C3C1C5C24)COC(F)(F)F (3R,5R)-5-(3-(1-methyl-3-((trifluoromethoxy)methyl)-1H-pyrazole-5-carboxamido)-1H-pyrazol-5-yl)tetrahydrofuran-3-yl-cuban